(S)-3-(biphenyl-3-yl)-3-(3-(4-hydroxy-1-methyl-2-oxo-1,2-dihydropyridin-3-yl)ureido)propionic acid ethyl ester C(C)OC(C[C@H](NC(=O)NC=1C(N(C=CC1O)C)=O)C=1C=C(C=CC1)C1=CC=CC=C1)=O